indol-1-ium-5-sulfonate [NH+]1=CC=C2CC(=CC=C12)S(=O)(=O)[O-]